2-(2,3-Difluoropyridin-4-yl)-N-(1-methylcyclopropyl)pyrido[3,4-d]Pyrimidin-4-amine FC1=NC=CC(=C1F)C=1N=C(C2=C(N1)C=NC=C2)NC2(CC2)C